ethyl (E)-3-(8-methyl-3-(trifluoromethyl)-[1,2,4]triazolo[4,3-a]pyridin-7-yl)acrylate CC=1C=2N(C=CC1/C=C/C(=O)OCC)C(=NN2)C(F)(F)F